C(C1=CC=CC=C1)NC(C1=CC(=CC=C1)C=1C=CC2=C(NC(=N2)NC(CCCCCCCC)=O)C1)=O N-benzyl-3-(2-nonanamido-1H-benzo[d]imidazol-6-yl)benzamide